ClC=1C(=C(C(=CC1Cl)Cl)OC(C(=O)OC1=C(C(=C(C=C1Cl)Cl)Cl)C(=O)OCC(C)(C)C)=O)C(=O)OCC(C)(C)C bis{3,4,6-trichloro-2-[(2,2-dimethylpropoxy)carbonyl] phenyl}oxalate